ClC1=C(C#N)C=C(C(=N1)C)Cl 2,5-dichloro-6-methyl-nicotinonitrile